(R)-1-(3-((5-chloro-4-(1H-indol-3-yl)pyrimidin-2-yl)amino)pyrrolidin-1-yl)-2-(4-(piperazin-1-ylmethyl)piperidin-1-yl)ethane-1-one ClC=1C(=NC(=NC1)N[C@H]1CN(CC1)C(CN1CCC(CC1)CN1CCNCC1)=O)C1=CNC2=CC=CC=C12